C(C1=CC=CC=C1)(=O)OCC(CN1N=C(C=2C(CC3(CCOCC3)CC12)=O)CC)(C)C [3-(3-Ethyl-4-oxo-spiro[5,7-dihydroindazole-6,4'-tetrahydropyran]-1-yl)-2,2-dimethyl-propyl] benzoate